C1(=CC=C(C=C1)C(=O)NC=1C=C2CCC(OC2=CC1)C(=O)NO)C1=CC=CC=C1 6-([1,1'-biphenyl]-4-carboxamido)-N-hydroxychromane-2-carboxamide